[Pt+2].C1(CCC1)(NC(=O)[O-])NC(=O)[O-] cyclobutane-1,1-dicarbamate platinum (II)